oxa-1-azaspiro[3.3]heptan N1OCC12CCC2